(1S,3R)-N-(5-chloro-4-(5-fluoro-1,1-dimethyl-2,3-dihydro-1H-benzo[d]pyrrolo[1,2-a]imidazol-7-yl)pyridin-2-yl)-3-(3-hydroxybutanamido)cyclohexane-1-carboxamide ClC=1C(=CC(=NC1)NC(=O)[C@@H]1C[C@@H](CCC1)NC(CC(C)O)=O)C1=CC2=C(N=C3N2C(CC3)(C)C)C(=C1)F